(2-Methoxyphenyl)-1,3-dithiane COC1=C(C=CC=C1)C1SCCCS1